NC=1C2=C(N=CN1)N(C(=C2C(=O)NC2=CC=C(C=C2)COC)C#CCO)C2(CC2)C 4-amino-6-(3-hydroxypropan-1-yn-1-yl)-N-(4-(methoxymethyl)phenyl)-7-(1-methylcyclopropyl)-7H-pyrrolo[2,3-d]pyrimidine-5-carboxamide